[N-](S(=O)(=O)C(F)(F)F)S(=O)(=O)C(F)(F)F.C(CC)C=1NC=CC1 propylpyrrole bistrifluoromethanesulfonimide salt